4-(1,5-dimethylpyrazol-4-yl)-2-fluoro-benzoyl chloride CN1N=CC(=C1C)C1=CC(=C(C(=O)Cl)C=C1)F